7-fluoro-6-nitro-1,2,3,4-tetrahydroisoquinoline FC1=C(C=C2CCNCC2=C1)[N+](=O)[O-]